3-morpholino-N,N-bis(2-hydroxypropyl)propylamine O1CCN(CC1)CCCN(CC(C)O)CC(C)O